C(C)(C)(C)C=1SC2=C(N1)CN(C2=O)CC2=C(C=C(C=C2)C2=NC(=CC=1N2C=CN1)C=1C=NN(C1)C)C 2-tert-butyl-5-((2-methyl-4-[7-(1-methylpyrazol-4-yl)imidazo[1,2-c]pyrimidin-5-yl]phenyl)methyl)-4H-pyrrolo[3,4-d]thiazol-6-one